4-amino-1-(4-hydroxy-5-(hydroxymethyl)tetrahydrofuran-2-yl)pyrimidin-2(1H)-one NC1=NC(N(C=C1)C1OC(C(C1)O)CO)=O